NC1=CC=C(C(=C1C(=O)N(C)C)F)C=1C(=C2C(=NC1)NCC21CCC(CC1)(C)CO)Cl 6-Amino-3-(4'-chloro-4-(hydroxymethyl)-4-methyl-1',2'-dihydrospiro[cyclohexane-1,3'-pyrrolo[2,3-b]pyridin]-5'-yl)-2-fluoro-N,N-dimethylbenzamide